piperazin-1-carboxylate N1(CCNCC1)C(=O)[O-]